4-[3-[1-[(4-Methoxyphenyl)methyl]-2,6-dioxo-3-piperidyl]phenyl]piperazine-1-carboxylate COC1=CC=C(C=C1)CN1C(C(CCC1=O)C=1C=C(C=CC1)N1CCN(CC1)C(=O)[O-])=O